1-[3-chloro-6-(4,4,5,5-tetramethyl-1,3,2-dioxaborolan-2-yl)quinolin-4-yl]piperidin-4-one ClC=1C=NC2=CC=C(C=C2C1N1CCC(CC1)=O)B1OC(C(O1)(C)C)(C)C